N-[5-fluoro-2-methyl-4-({4-[(2S)-2-{[8-(pyridin-3-yl)quinazolin-4-yl]amino}propyl]piperazin-1-yl}sulfonyl)phenyl]acetamide FC=1C(=CC(=C(C1)NC(C)=O)C)S(=O)(=O)N1CCN(CC1)C[C@H](C)NC1=NC=NC2=C(C=CC=C12)C=1C=NC=CC1